FC1(CC1)C(=O)N[C@H](C(=O)N1[C@@H](C[C@H](C1)O)C(=O)NCC1=C(C=C(C=C1)C1=C(N=CS1)C)OCCCCCCCCC=O)C(C)(C)C (2S,4R)-1-((S)-2-(1-fluorocyclopropane-1-carboxamido)-3,3-dimethylbutanoyl)-4-hydroxy-N-(4-(4-methylthiazol-5-yl)-2-((9-oxononyl)oxy)benzyl)pyrrolidine-2-carboxamide